C1=CC=CC=2C3=CC=CC=C3N(C12)C1=CC2=C(SC3=C2C=C(C=C3)N3C2=CC=CC=C2C=2C=CC=CC32)C=C1 2,8-Bis(9H-carbazole-9-yl)dibenzothiophene